C(C=CC1=CC=CC=C1)OC([C@@H](CC=1C=C(C=C(C1)CP(=O)(OCC)OCC)C1=CC=C(C=C1)Cl)NC(=O)OC(C)(C)C)=O |r| (+/-)-α-tert.butyloxycarbonylamino-3-(4'-chloro-5-(diethoxyphosphinyl)methyl-[1,1'-biphenyl]-3-yl)propanoic acid cinnamyl ester